8-(1-(2,2-difluoroethyl)-5-ethyl-4-oxo-4,5-dihydro-1H-pyrazolo[3,4-d]pyrimidin-6-yl)-2-(2-(trifluoromethyl)pyridin-4-yl)-2,8-diazaspiro[4.5]decan-3-one FC(CN1N=CC2=C1N=C(N(C2=O)CC)N2CCC1(CC(N(C1)C1=CC(=NC=C1)C(F)(F)F)=O)CC2)F